C(C)(=O)N1CC(CC1)N(C=1N=CC(=NC1OC)C1=CNC2=C(C=CC=C12)C#N)C 3-(5-((1-acetylpyrrolidin-3-yl)(methyl)amino)-6-methoxypyrazin-2-yl)-1H-indole-7-carbonitrile